(1r,3r)-2-(2-fluoro-2-methylpropyl)-3-methyl-1-(4-((1-propylazetidin-3-yl)oxy)phenyl)-2,3,4,9-tetrahydro-1H-pyrido[3,4-b]indole FC(CN1[C@@H](C=2NC3=CC=CC=C3C2C[C@H]1C)C1=CC=C(C=C1)OC1CN(C1)CCC)(C)C